ethyldimethylamine styrenemethacrylate C(=CC1=CC=CC=C1)CC(C(=O)O)=C.C(C)N(C)C